FC(C1=CC(=NC=C1)N1C=C(C(C2=CC(=C(C(=C12)Cl)N1CCNCC1)F)=O)C(=O)O)(F)F 1-(4-trifluoromethyl-2-pyridyl)-8-chloro-6-fluoro-1,4-dihydro-7-piperazinyl-4-oxo-3-quinolinecarboxylic acid